Histidine hypophosphite [PH2](=O)O.N[C@@H](CC1=CNC=N1)C(=O)O